FC1=CC=CC=2N(C(=NC21)C=2C(=NON2)N)CC=2N=NC(=CC2)C 4-(4-fluoro-1-((6-methylpyridazin-3-yl)methyl)-benzimidazol-2-yl)-1,2,5-oxadiazol-3-amine